ClC1=C(OCCC(C=2SC=CC2)N(C)C)C=CC(=C1)Cl 3-(2,4-dichlorophenoxy)-1-(thiophen-2-yl)-N,N-dimethylpropylamine